FC=1C=C(C=CC1)C(=O)C1=CNC=2N=C(N=C(C21)NC2CCC(CC2)CO)NC2=CC=C(C=C2)N2CCN(CC2)C (3-fluorophenyl)(4-(((1r,4r)-4-(hydroxymethyl)cyclohexyl)amino)-2-((4-(4-methylpiperazin-1-yl)phenyl)amino)-7H-pyrrolo[2,3-d]pyrimidin-5-yl)methanone